(E)-3-amyl-undec-2-enoic acid 6-bromohexyl ester BrCCCCCCOC(\C=C(\CCCCCCCC)/CCCCC)=O